FC1=C(C(=C(C(=C1F)F)F)F)[B-](C1=C(C(=C(C(=C1F)F)F)F)F)(C1=C(C(=C(C(=C1F)F)F)F)F)C1=C(C(=C(C(=C1F)F)F)F)F.C(CCCCCCCCCCCCCCC)[NH+](CCCCCCCCCC)C1=C(C=CC=C1)C N-hexadecyl-N-decyl-tolylammonium [tetrakis(perfluorophenyl) borate]